C(/C1=CC=CC=C1)=C\1/C(N(C(C1)=O)CC1CCOCC1)=O (z)-3-benzylidene-1-((tetrahydro-2H-pyran-4-yl)methyl)pyrrolidine-2,5-dione